C(C)(C)(C)OC(=O)C1CC2CC2C1 bicyclo[3.1.0]Hexane-3-carboxylic acid tert-butyl ester